COC(=O)C=1C(C(=C(OC1C)N)C#N)C=1OC=CC1 2-amino-3-cyano-4-(2-furyl)-6-methyl-4H-pyran-5-carboxylic acid methyl ester